2,4-diamino-5,6-dichloropyrimidine-3-oxide NC1=NC(=C(C(=[N+]1[O-])N)Cl)Cl